COC=1C=C(N)C=CC1OCC1=NC=CC=C1 3-methoxy-4-(pyridin-2-ylmethoxy)aniline